FC1=CC(=C(C(=C1)C)C1CCC(CC1)O)I (1r,4r)-4-(4-fluoro-2-iodo-6-methylphenyl)cyclohexan-1-ol